C1(CCCCC1)CC(CN1CCC(CC1)(O)CN1C=NC(=CC1=O)C1=C(C=CC=C1)F)F 3-((1-(3-cyclohexyl-2-fluoropropanyl)-4-hydroxypiperidin-4-yl)methyl)-6-(2-fluorophenyl)pyrimidin-4(3H)-one